C1(CC1)N1[C@H](CN(CC1)C1CCN(CC1)C1=C(C=C(C(=C1)OC)NC1=NC=NC(=C1)N1OCC[C@@H]1CC1=C(C(=CC=C1)F)C)NC(C=C)=O)C N-(2-(4-((S)-4-cyclopropyl-3-methylpiperazine-1-yl)piperidine-1-yl)-5-((6-((S)-3-(3-fluoro-2-methylbenzyl)isoxazolidine-2-yl)pyrimidine-4-yl)amino)-4-methoxyphenyl)acrylamide